(S)-3-methoxy-4-((1-(3-(2-methyl-1H-imidazol-1-yl)phenoxy)propan-2-yl)oxy)benzonitrile COC=1C=C(C#N)C=CC1O[C@H](COC1=CC(=CC=C1)N1C(=NC=C1)C)C